P(=O)(OC(C(F)(F)F)C(F)(F)F)(OC(C(F)(F)F)C(F)(F)F)F bis(1,1,1,3,3,3-hexafluoro-2-propyl) fluorophosphate